Cl.N[C@@H](CC1=CNC=N1)C(=O)O Histidin-HCl